CC1=C(N=C2N1C=CN=C2N2CCOCC2)C(=O)N 3-methyl-8-morpholinoimidazo[1,2-a]pyrazine-2-carboxamide